Cl.N1C(C=CC=2CNCCC12)=O 5,6,7,8-tetrahydro-1,6-naphthyridin-2(1H)-one, Hydrochloride